BrC=1C=C2C(C(=CN(C2=NC1)C(CN1CCCC1)(C)C)C(=O)OCC)=O ethyl 6-bromo-1-(1,1-dimethyl-2-pyrrolidin-1-yl-ethyl)-4-oxo-1,8-naphthyridine-3-carboxylate